C(CCCC)C1C(C(CC(C1)C)O)C(CO)C 5-n-pentyl-p-menthane-3,9-diol